BrC1=CC=CN2C1C(SC(=C2C(=O)[O-])C(=O)OC)(F)F Methyl 9-bromo-1,1-difluoro-1,9a-dihydropyrido[2,1-c][1,4]thiazine-3,4-dicarboxylate